C(C)C=1C=NC(=NC1)N1CCC(CC1)CCCOC1=CC(=C(C(=C1)F)C1=NOC(=N1)C)F 3-(4-(3-(1-(5-ethylpyrimidine-2-yl)piperidine-4-yl)propoxy)-2,6-difluorophenyl)-5-methyl-1,2,4-oxadiazole